2-amino-N-((benzyloxy)methyl)acetamide NCC(=O)NCOCC1=CC=CC=C1